(R)-6-(((cyclopropylmethyl)amino)methyl)-2-(3-(3,3-difluoro-1-(fluoro(4-methyl-4H-1,2,4-triazol-3-yl)methyl)cyclobutyl)phenyl)-4-(trifluoromethyl)isoindolin-1-one C1(CC1)CNCC1=CC(=C2CN(C(C2=C1)=O)C1=CC(=CC=C1)C1(CC(C1)(F)F)[C@H](C1=NN=CN1C)F)C(F)(F)F